NC1C[C@H]2CC[C@@H](C1)N2C(=O)OCCCC butyl (1R,3r,5S)-3-amino-8-azabicyclo[3.2.1]octane-8-carboxylate